CC1=C2C(=CC=3C=4C=C(C=CC4N(C13)C)OCCCN(CC)CC)C=NC=C2 3-((5,6-dimethyl-6H-pyrido[4,3-b]carbazol-9-yl)oxy)-N,N-diethylpropan-1-amine